NCCN(CCNC(COC1=C2C(N(C(C2=CC=C1)=O)C1C(NC(CC1)=O)=O)=O)=O)C N-[2-[(2-aminoethyl)(methyl)amino]ethyl]-2-[[2-(2,6-dioxopiperidin-3-yl)-1,3-dioxo-2,3-dihydro-1H-isoindol-4-yl]oxy]acetamide